(R)-4-phenoxydinaphtho[2,1-d:1',2'-f][1,3,2]dioxaphosphepine C1=CC=C(C=C1)OP2OC3=C(C4=CC=CC=C4C=C3)C5=C(O2)C=CC6=CC=CC=C65